C(C1=CC=CC=C1)OC(CC[C@@H](NC([C@@H](N(C(=O)OC(C)(C)C)CC#C)C)=O)C(N)=O)=O propargyl-t-Butoxycarbonyl-L-alanyl-D-isoglutamine benzyl ester